C1(CC1)C#C[C@@]1(NC(NC2=CC(=CC=C12)CC1=CC=C(C=C1)S(=O)(=O)N)=O)C(F)(F)F (S)-4-((4-(cyclopropylethynyl)-2-oxo-4-(trifluoromethyl)-1,2,3,4-tetrahydroquinazolin-7-yl)meth-yl)benzenesulfonamide